C(=C)OCCOC(C)CCO 2-(2-vinyloxyethoxy)4-butanol